di-methylpropanoate hydrochloride Cl.CC(C(=O)O)(C)C